dimethylaminoprolyl-acrylamide CN(C)N1[C@@H](CCC1)C(=O)C(C(=O)N)=C